FC=1C=CC(=NC1)C1=NN(C(=C1)CO)C[C@@H](C)O (R)-1-(3-(5-fluoropyridin-2-yl)-5-(hydroxymethyl)-1H-pyrazol-1-yl)propan-2-ol